C1(CC1)N1C=C(C2=CC=C(C=C12)C(F)(F)F)C(C(F)(F)F)=O 1-[1-cyclopropyl-6-(trifluoromethyl)indol-3-yl]-2,2,2-trifluoroethanone